2-(1-(cyclopropylmethyl)-1H-indol-2-yl)-4-methoxy-3-methylpyrazolo[1,5-a]pyridine-6-carboxylic acid C1(CC1)CN1C(=CC2=CC=CC=C12)C1=NN2C(C(=CC(=C2)C(=O)O)OC)=C1C